BrC=1C(=C2C(=NC1)N=C(N2)C2=C(N(C(=C2)C)C2=C(C=C(C=C2)NC(CN2CCOCC2)=O)C)C)N[C@@H]2CN(CC2)S(=O)(=O)CC N-(4-(3-(6-Bromo-7-(((S)-1-(ethylsulfonyl)pyrrolidin-3-yl)amino)-1H-imidazo[4,5-b]pyridin-2-yl)-2,5-dimethyl-1H-pyrrol-1-yl)-3-methylphenyl)-2-morpholinoacetamid